BrC=1C=2C3=C(N(C2C(=C(C1)Cl)Cl)C)CCNC(C3C)=O 10-bromo-7,8-dichloro-1,6-dimethyl-3,4,5,6-tetrahydroazepino[4,5-b]indol-2(1H)-one